4-(4-morpholino-3-nitro-6-(3-(m-tolyl)-1H-pyrazol-1-yl)pyridin-2-yl)morpholin-3-one O1CCN(CC1)C1=C(C(=NC(=C1)N1N=C(C=C1)C=1C=C(C=CC1)C)N1C(COCC1)=O)[N+](=O)[O-]